ClC=1C=C(C=CC1Cl)C=1N=C(SC1SC(C)C)N1N=C(C(=C1C(=O)O)C=1C=CC=2N(C1)C=CN2)C 1-(4-(3,4-dichlorophenyl)-5-(isopropylsulfanyl)thiazol-2-yl)-4-(imidazo[1,2-a]pyridin-6-yl)-3-methyl-1H-pyrazole-5-carboxylic acid